Oxetan-3-yl 4-((4'-(trifluoromethoxy)-[1,1'-biphenyl]-4-yl) thio)-1H-1,2,3-triazole-5-carboxylate FC(OC1=CC=C(C=C1)C1=CC=C(C=C1)SC=1N=NNC1C(=O)OC1COC1)(F)F